9,15-dimethylnonacosane CC(CCCCCCCC)CCCCCC(CCCCCCCCCCCCCC)C